CC1(CCSC2=CC=C(C=C12)C#CC1=NC=C(C(=O)OCC)C=C1)C ethyl 6-[2-(4,4-dimethylthiochroman-6-yl)-ethynyl]-nicotinate